[Ir+3].ClC1=CC(=C(C(=O)NCCOC)C=C1)NS(=O)(=O)C1=C(C=C(C=C1C)C)C 4-Chloro-N-(2-methoxyethyl)-2-((2,4,6-trimethylphenyl)sulfonamido)benzamide iridium (III)